5-(2-Amino-4-(1-cyclopropoxy-1-phenyl-2-((tetrahydro-2H-pyran-2-yl)oxy)ethyl)quinazolin-6-yl)-1,3-dimethylpyridine-2(1H)-one NC1=NC2=CC=C(C=C2C(=N1)C(COC1OCCCC1)(C1=CC=CC=C1)OC1CC1)C=1C=C(C(N(C1)C)=O)C